C(C)(C)C1=C(C=CC=C1)C1=NC=C2NC(N(C2=N1)CC1=CC=C(C=C1)B1OC(C(O1)(C)C)(C)C)=O (2-isopropylphenyl)-9-(4-(4,4,5,5-tetramethyl-1,3,2-dioxaborolan-2-yl)benzyl)-7,9-dihydro-8H-purin-8-one